ClC1=NC=CC(=C1)C1=CC=2C(N(CC(C2N1)CC(F)(F)F)CC)=O 2-(2-chloropyridin-4-yl)-5-ethyl-7-(2,2,2-trifluoroethyl)-1,5,6,7-tetrahydro-4H-pyrrolo[3,2-c]pyridin-4-one